tetrafluoroethyl (trichloromonofluoroethyl) ether ClC(C(F)(Cl)Cl)OC(C(F)(F)F)F